C(C1=CC=CC=C1)SC1=C(C=CC=C1OC)O 2-(Benzylthio)-3-methoxyphenol